SCC(=O)O.SCC(=O)O.C1SS1 methylene disulfide bis(2-mercaptoacetate)